N-(2-chloro-6-methoxyphenyl)-6,6-dimethyl-3-[1-(trimethylsilyl)cyclobutanecarboxamido]-4,6-dihydropyrrolo[3,4-c]pyrazole-5(1H)-carboxamide ClC1=C(C(=CC=C1)OC)NC(=O)N1C(C=2NN=C(C2C1)NC(=O)C1(CCC1)[Si](C)(C)C)(C)C